gamma-(2-hydroxyethyl)aminopropylmethyldiethoxysilane OCCNCCC[Si](OCC)(OCC)C